5-(4-formylpiperidin-1-yl)-N-[(1r,4r)-4-(4-cyano-3-methylphenoxy)cyclohexyl]pyrazine-2-carboxamide C(=O)C1CCN(CC1)C=1N=CC(=NC1)C(=O)NC1CCC(CC1)OC1=CC(=C(C=C1)C#N)C